3-(4-hydroxyphenyl)-cyclobutanecarboxylic acid OC1=CC=C(C=C1)C1CC(C1)C(=O)O